CNC1=NC=CC=N1 2-(Methylamino)pyrimidin